ClC=1C=C(C=CC1F)[C@@H]1N(OCC1)C1=CC(=NC=N1)NC=1C(=CC(=C(C1)NC(C=C)=O)N1CCC(CC1)N1C[C@@H](N(CC1)C1CC1)C)OC N-(5-((6-((R)-3-(3-chloro-4-fluorophenyl)isoxazolidine-2-yl)pyrimidine-4-yl)amino)-2-(4-((S)-4-cyclopropyl-3-methylpiperazine-1-yl)piperidine-1-yl)-4-methoxyphenyl)acrylamide